CC1=CC2=C(S1)[C@@]1(C[C@H](N(CC1)CC=1C=NN(C1)CCS(=O)(=O)C)C)OCC2 (2'R,7R)-2,2'-dimethyl-1'-[[1-(2-methylsulfonylethyl)pyrazol-4-yl]methyl]spiro[4,5-dihydrothieno[2,3-c]pyran-7,4'-piperidine]